NC1=C(SC=C1)N bisaminothiophene